(3R)-4-[cyclohexyl(methyl)amino]-3-({1-cyclopentyl-5-[2-(trifluoromethyl)phenyl]-1H-pyrazol-3-yl}formamido)butanoic acid C1(CCCCC1)N(C[C@@H](CC(=O)O)NC(=O)C1=NN(C(=C1)C1=C(C=CC=C1)C(F)(F)F)C1CCCC1)C